C1CCC12CN(CC2)CC=2C=CC=1N(C2)C=C(N1)CN1N=NC(=C1)C1=C2C=NN(C2=CC(=C1)I)C1OCCCC1 4-(1-((6-((6-azaspiro[3.4]octan-6-yl)methyl)imidazo[1,2-a]pyridin-2-yl)methyl)-1H-1,2,3-triazol-4-yl)-6-iodo-1-(tetrahydro-2H-pyran-2-yl)-1H-indazole